5-(1,1-difluoro-2-((3-methyltetrahydro-2H-pyran-3-yl)amino)-2-oxoethyl)-N-(4-fluoro-3-methylphenyl)-1-methyl-1H-pyrrole-3-carboxamide FC(C(=O)NC1(COCCC1)C)(F)C1=CC(=CN1C)C(=O)NC1=CC(=C(C=C1)F)C